ClC=1C=CC2=C(N(CC(O2)C(=O)NC23CC(C2)(C3)NC(COC3=CC(=C(C=C3)Cl)F)=O)C(C3=CC=C(C=C3)OC)=O)C1 6-chloro-N-{3-[2-(4-chloro-3-fluorophenoxy)acetamido]bicyclo[1.1.1]pent-1-yl}-4-(4-methoxybenzoyl)-3,4-dihydro-2H-1,4-benzoxazine-2-carboxamide